(4-bromobenzyl)phosphonium bromide [Br-].BrC1=CC=C(C[PH3+])C=C1